Methyl 4'-hexanoyl-[1,1'-biphenyl]-4-carboxylate C(CCCCC)(=O)C1=CC=C(C=C1)C1=CC=C(C=C1)C(=O)OC